ClC=1C=CC(=C(C(=O)N[C@@H]2C[C@@H](CCC2)N2C(=NC=3C=NC(=CC32)C3=NNC=N3)C3=C(C=CC=C3)F)C1)OCCCO 5-chloro-N-((1S,3R)-3-(2-(2-fluorophenyl)-6-(1H-1,2,4-triazol-3-yl)-1H-imidazo[4,5-c]pyridin-1-yl)cyclohexyl)-2-(3-hydroxypropoxy)benzamide